CCCC1=NC=CN=C1 2-(n-propyl)-pyrazine